C[C@]1(OC1)COC1=CC=C(C=C1)OC(F)(F)F (R)-2-methyl-2-((4-(trifluoromethoxy)phenoxy)methyl)oxirane